(R)-4-((2-methylmorpholinyl)methyl)-2-(trifluoromethyl)phenol C[C@@H]1CN(CCO1)CC1=CC(=C(C=C1)O)C(F)(F)F